((6-methylpyridazin-3-yl)methyl)pteridin-4-amine CC1=CC=C(N=N1)CC1=NC2=NC=CN=C2C(=N1)N